1-methyl-2-oxo-4-[4-(2'-oxo-1',2'-dihydrospiro[cyclobutane-1,3'-indol]-5'-yl)piperidin-1-yl]-1,2-dihydroquinoline-3-carboxamide CN1C(C(=C(C2=CC=CC=C12)N1CCC(CC1)C=1C=C2C3(C(NC2=CC1)=O)CCC3)C(=O)N)=O